BrC1=C(C(=CC(=C1)F)N)NC 3-bromo-5-fluoro-N2-methyl-benzene-1,2-diamine